CCCCCCCCCCCCCCCCCC(=O)OC[C@H](COP(=O)([O-])OCC[N+](C)(C)C)OC(=O)CCCCCCC/C=C\\CCCCCCCC The molecule is a phosphatidylcholine 36:1 in which the phosphatidyl acyl groups at positions 1 and 2 are stearoyl and oleoyl respectively. It is a 1-octadecanoyl-2-octadecenoyl-sn-glycero-3-phosphocholine and a 1-acyl-2-oleoyl-sn-glycero-3-phosphocholine betaine. It is a conjugate base of a 1-stearoyl-2-oleoyl-sn-glycero-3-phosphocholine(1+).